N-((1R,2S)-2-Aminocyclopentyl)-5-(3-isopropylphenyl)-4-oxo-4,5-dihydro-3H-1-thia-3,5,8-triazaacenaphthylene-2-carboxamide N[C@@H]1[C@@H](CCC1)NC(=O)C=1SC=2N=CC=C3N(C(NC1C23)=O)C2=CC(=CC=C2)C(C)C